CC1=C(C(=CC=C1)C)C=1C=CC=2NC3=CC=C(C=C3C2C1)C1=C(C=CC=C1C)C 3,6-bis(2,6-dimethylphenyl)-9H-carbazole